tert-butyl 3-(5-bromofuran-2-yl)-2-(hydroxymethyl)-5,6-dihydroimidazo[1,2-a]pyrazine-7(8H)-carboxylate BrC1=CC=C(O1)C1=C(N=C2N1CCN(C2)C(=O)OC(C)(C)C)CO